6-(5,6-dihydro-4H-pyrrolo[1,2-b]pyrazol-3-yl)-2-fluoronicotinic acid N=1N2C(=C(C1)C1=NC(=C(C(=O)O)C=C1)F)CCC2